ClC1=C2C(=NC(=C1)N1CCC(CC1)NC(OC(C)(C)C)=O)N(N=C2)C Tert-butyl N-(1-{4-chloro-1-methyl-1H-pyrazolo[3,4-b]pyridin-6-yl}piperidin-4-yl)carbamate